IC(=C)C(C)I 2,3-diiodo-1-butene